N[C@H](CO)[C@@H](C)O (2R,3R)-2-aminobutane-1,3-diol